COC1=CC=C(C=C1)N1CC(CC1=O)C(=O)NCC1=NC=CC=C1 1-(4-methoxyphenyl)-5-oxo-N-(pyridin-2-ylmethyl)pyrrolidine-3-carboxamid